C=C(C)C1=C(C=NC=N1)N 6-(prop-1-en-2-yl)pyrimidin-5-amine